(S)-1-ethyl-3-(3-(6-(1-hydroxypropyl)-4-methylpyridin-3-yl)-1,6-naphthyridin-7-yl)urea C(C)NC(=O)NC1=NC=C2C=C(C=NC2=C1)C=1C=NC(=CC1C)[C@H](CC)O